divinyl pimelate C(CCCCCC(=O)OC=C)(=O)OC=C